C(#N)N(NC([C@H](CC(C)C)N1C([C@H](CC1)NC1=CC=NN1C)=O)=O)C[C@H]1C(NCC1)=O (S)-N'-Cyano-4-methyl-2-((S)-3-((1-methyl-1H-pyrazol-5-yl)amino)-2-oxopyrrolidin-1-yl)-N'-(((S)-2-oxopyrrolidin-3-yl)methyl)pentanehydrazide